1-(1H-imidazol-1-yl)-1-oxo-5-ureidopent-2-ylcarbamic acid (S)-tert-butyl ester C(C)(C)(C)OC(NC(C(=O)N1C=NC=C1)CCCNC(=O)N)=O